C12CN(CC2C1)C1=NC=C(C=N1)CN1N=CC(=C1)C(=O)NC1CC(C1)C1=CC(=CC=C1)Cl 1-((2-(3-Azabicyclo[3.1.0]hexan-3-yl)pyrimidin-5-yl)methyl)-N-(3-(3-chlorophenyl)cyclobutyl)-1H-pyrazole-4-carboxamide